[3,5-bis(trifluoromethyl)phenyl]Borane FC(C=1C=C(C=C(C1)C(F)(F)F)B)(F)F